N[C@@H]1[C@H]([C@@H](O)O[C@@H]([C@H]1O)CO)O 3-amino-3-deoxy-α-D-glucose